[(3-methylphenyl)methyl]({2-[(9R)-9-(pyridin-4-yl)-6-oxaspiro[4.5]decan-9-yl]ethyl})amine CC=1C=C(C=CC1)CNCC[C@]1(CCOC2(CCCC2)C1)C1=CC=NC=C1